Cl.C1CCC2=CC(=CC=C12)C1=NN2C(C(N1)=O)=NC=C2 2,3-dihydro-1H-inden-5-yl-imidazo[2,1-f][1,2,4]Triazin-4(3H)-one hydrochloride